C1(=CC=CC=C1)C1(CCNCC1)CNC(OC(C)(C)C)=O Tert-Butyl ((4-phenylpiperidin-4-yl)methyl)carbamate